C1(CCCC1)C(CC)=O 1-cyclopentyl-propan-1-one